8-bromo-5,6-dihydro-1H-pyrrolo[3,2,1-ij]quinolin-4(2H)-one BrC=1C=C2CCC(N3C2=C(C1)CC3)=O